C1=C(C=CC=C1)C=1C(=CC=CC1)C=1C=CC=CC1 2,3':2',3''-terphenyl